C1(=CC=CC=C1)SCCNC(C)=O N-(2-phenylsulfanylethyl)acetamide